COC(=O)C=1SC(=C(C1NC(=O)NC)Br)C 4-bromo-5-methyl-3-{[(methylamino)carbonyl]amino}thiophene-2-carboxylic acid methyl ester